N1(CCOCC1)C(C(=O)O)CC=O morpholin-4-yl-4-oxobutanoic acid